ClC1=CC=C(C=C1)C1C(C1)(C(=O)OCC)[N+](=O)[O-] ethyl 2-(4-chlorophenyl)-1-nitrocyclopropane-1-carboxylate